N-(5-formylthiazol-2-yl)acetamide-2,2,2-d3 C(=O)C1=CN=C(S1)NC(C([2H])([2H])[2H])=O